(R)-2-(9-(4-fluorophenyl)-6-oxaspiro[4.5]decan-9-yl)-N-(2-(pyridin-4-yl)benzyl)ethanamine monooxalate C(C(=O)O)(=O)O.FC1=CC=C(C=C1)[C@@]1(CCOC2(CCCC2)C1)CCNCC1=C(C=CC=C1)C1=CC=NC=C1